COC(C1=C(C=CC(=C1)C#N)OC(F)F)=O 5-cyano-2-(difluoromethoxy)benzoic acid methyl ester